tert-Butyl (tert-butoxycarbonyl)(1-formylisoquinolin-5-yl)carbamate C(C)(C)(C)OC(=O)N(C(OC(C)(C)C)=O)C1=C2C=CN=C(C2=CC=C1)C=O